2-chloro-N-(5-chloro-2-(cyclopropyl(methyl)amino)pyridin-4-yl)acetamide ClCC(=O)NC1=CC(=NC=C1Cl)N(C)C1CC1